benzyl-2-butyl-benzofuran-3-carboxamide C(C1=CC=CC=C1)C1=CC=CC2=C1C(=C(O2)CCCC)C(=O)N